FC(CO)(F)C=1C=C(C=CC1)[C@@H](C)NC=1C2=C(N=C(N1)C)N=C(C(=C2)C2CCS(CC2)(=O)=O)OC (R)-4-(4-((1-(3-(1,1-difluoro-2-hydroxyethyl)phenyl)ethyl)amino)-7-methoxy-2-methylpyrido[2,3-d]pyrimidin-6-yl)tetrahydro-2H-thiopyran 1,1-dioxide